C[C@@H]1N(CC1)C=1N=C(C2=C(N1)CCC2)C2=CC=C(C=C2)C(CS(=O)(=O)C)=O (S)-1-(4-(2-(2-methylazetidin-1-yl)-6,7-dihydro-5H-cyclopenta[d]pyrimidin-4-yl)phenyl)-2-(methylsulfonyl)ethan-1-one